C(C=C)(=O)OCCCC1=CC=C(C(=O)O)C=C1 4-(3-(acryloyloxy)propyl)benzoic acid